(2-(Allyl-(1-(3-chloro-2-fluorophenyl)ethyl)amino)ethyl)carbamic acid tert-butyl ester C(C)(C)(C)OC(NCCN(C(C)C1=C(C(=CC=C1)Cl)F)CC=C)=O